4-(1-cyanocyclobutyl)-N-(6-methyl-5-(7-(methylamino)-1,6-naphthyridin-3-yl)pyridin-3-yl)picolinamide C(#N)C1(CCC1)C1=CC(=NC=C1)C(=O)NC=1C=NC(=C(C1)C=1C=NC2=CC(=NC=C2C1)NC)C